methylsulfonyl phosphoroamidate P(OS(=O)(=O)C)([O-])(=O)N